(1S)-1-(3-ethoxy-4-methoxy-phenyl)-2-methanesulfonyl-ethylamine C(C)OC=1C=C(C=CC1OC)[C@@H](CS(=O)(=O)C)N